N,N-dimethyl-(4-piperidinyl)methyl-ammonium diammonium salt [NH4+].[NH4+].C[NH+](C)CC1CCNCC1